4-ethynylphenylalanine C(#C)C1=CC=C(C[C@H](N)C(=O)O)C=C1